OCC1CCN(CC1)C(C)=O 1-(4-(hydroxymethyl)piperidin-1-yl)ethan-1-one